(1-(3-amino-6-(2,5-dimethyl-1,2,3,4-tetrahydroisoquinolin-7-yl)pyrazin-2-yl)-1H-indazol-5-yl)methanol NC=1C(=NC(=CN1)C1=CC(=C2CCN(CC2=C1)C)C)N1N=CC2=CC(=CC=C12)CO